Bipyridine diselenide [SeH-]=[Se].N1=C(C=CC=C1)C1=NC=CC=C1